(Z)-3-(4-methoxyphenyl)-2-(3,4,5-tris(dodecyloxy)phenyl)acrylonitrile COC1=CC=C(C=C1)\C=C(/C#N)\C1=CC(=C(C(=C1)OCCCCCCCCCCCC)OCCCCCCCCCCCC)OCCCCCCCCCCCC